4-[6-(5-methyl-1,2,4-oxadiazol-3-yl)-1H-pyrrolo[2,3-b]pyridin-3-yl]-N-[(3R,6R)-6-methyl-3-piperidyl]-5-(trifluoromethyl)pyrimidin-2-amine CC1=NC(=NO1)C1=CC=C2C(=N1)NC=C2C2=NC(=NC=C2C(F)(F)F)N[C@H]2CN[C@@H](CC2)C